4-chloro-1-methyl-1,8-naphthyridine ClC1=CCN(C2=NC=CC=C12)C